1-{[(2S,4S)-4-(hydroxymethyl)-5-oxopyrrolidin-2-yl]methoxy}-7-(propan-2-yloxy)isoquinoline-6-carboxamide OC[C@@H]1C[C@H](NC1=O)COC1=NC=CC2=CC(=C(C=C12)OC(C)C)C(=O)N